6-chloro-4-((5-fluoro-2-methoxy-3-(pyrimidin-2-yl)phenyl)amino)-N-trideuteromethylnicotinamide ClC1=NC=C(C(=O)NC([2H])([2H])[2H])C(=C1)NC1=C(C(=CC(=C1)F)C1=NC=CC=N1)OC